[Cl-].C(C1=CC=CC=C1)[N+]1=CC=C(C=C1)C1=CC=[N+](C=C1)CC1=CC=CC=C1.[Cl-] 1,1'-dibenzyl-4,4'-bipyridylium chloride